trifluoromethyl-3H-imidazo[4,5-b]pyridine FC(F)(F)C1=NC=2C(=NC=CC2)N1